FC(S(=O)(=O)[O-])(F)F.C(C(C)C)[SH+]C1=CC=CC=C1 isobutylphenyl-sulfonium trifluoromethanesulfonate